1,6-naphthyridin-2(1H)-one N1C(C=CC2=CN=CC=C12)=O